(tetrahydrofuran-3-yl)benzyl chloride O1CC(CC1)C(C1=CC=CC=C1)Cl